F[C@]1(CN(CC[C@H]1O)C1=NC=CC(=N1)NC=1C=C2C(=CN=C(C2=CN1)N1[C@@H]([C@H](C1)C(=O)N(C)C)C)C(C)C)C (2R,3S)-1-(6-((2-((3S,4R)-3-fluoro-4-hydroxy-3-methylpiperidin-1-yl)pyrimidin-4-yl)amino)-4-isopropyl-2,7-naphthyridin-1-yl)-N,N,2-trimethylazetidine-3-carboxamide